Tert-butyl-((1R)-2-isothiocyanato-1-methyl-ethoxy)-dimethyl-silane C(C)(C)(C)[Si](C)(C)O[C@@H](CN=C=S)C